O[C@@H]1C[C@H](C1)C(=O)OCC ethyl trans-3-hydroxycyclobutane-1-carboxylate